3,4-dihydroxy-2-(1-oxopropyl)-4-(4-methyl-1-oxopent-3-enyl)-5-prenylcyclopent-2-en-1-one OC1=C(C(C(C1(C(CC=C(C)C)=O)O)CC=C(C)C)=O)C(CC)=O